9-(4-((1-(3-fluoropropyl)azetidin-3-yl)methyl)phenyl)-8-(2-methoxy-4-(trifluoromethyl)phenyl)-6,7-dihydro-5H-benzo[7]annulene FCCCN1CC(C1)CC1=CC=C(C=C1)C1=C(CCCC2=C1C=CC=C2)C2=C(C=C(C=C2)C(F)(F)F)OC